2-(bis(3-chloro-4-fluorophenyl)methyl)-1-((2-(trimethylsilyl)ethoxy)methyl)-5,6,7,8-tetrahydro-1H-thiepino[2,3-d]imidazole ClC=1C=C(C=CC1F)C(C=1N(C2=C(N1)SCCCC2)COCC[Si](C)(C)C)C2=CC(=C(C=C2)F)Cl